6-(2-bromo-5-chlorophenyl)-5-chloropyrimidin-4-ol BrC1=C(C=C(C=C1)Cl)C1=C(C(=NC=N1)O)Cl